2-((S)-4,4-difluoro-3-(6-oxo-1,6-dihydropyridin-3-yl)piperidin-1-yl)-N-(5-(pyridin-4-yloxy)pyridin-2-yl)propionamide FC1([C@H](CN(CC1)C(C(=O)NC1=NC=C(C=C1)OC1=CC=NC=C1)C)C1=CNC(C=C1)=O)F